5-(2-chloro-5-(isobutyramidomethyl)benzamido)-1-methyl-N-(6-(trifluoromethyl)pyridin-3-yl)-1H-indole-2-carboxamide ClC1=C(C(=O)NC=2C=C3C=C(N(C3=CC2)C)C(=O)NC=2C=NC(=CC2)C(F)(F)F)C=C(C=C1)CNC(C(C)C)=O